NC1=NN2C(N=CC(=C2)Cl)=C1C(=O)O 2-amino-6-chloro-pyrazolo[1,5-a]pyrimidine-3-carboxylic acid